CC1=C(C(CCC1)(C)C)C=CC=CC 1-(2,6,6-trimethyl-1-cyclohexene-1-yl)-1,3-pentadiene